ClC=1C=C(C=CC1)N1N=NC(=C1)CN1C(O[C@]2(C1)C[C@H](CCC2)CN2C=NC1=C2C=C(C=C1)C#N)=O 1-[((5S,7S)-3-{[1-(3-chlorophenyl)-1H-1,2,3-triazol-4-yl]methyl}-2-oxo-1-oxa-3-azaspiro[4.5]dec-7-yl)methyl]-1H-benzimidazole-6-carbonitrile